3-(4-Chloro-2-fluorophenyl)-N-(4-methyl-3-(pyridin-4-yl)-1H-pyrazol-5-yl)propanamide ClC1=CC(=C(C=C1)CCC(=O)NC1=C(C(=NN1)C1=CC=NC=C1)C)F